2-Ethylamino-4-methoxy-6-methyl-1,3,5-triazin C(C)NC1=NC(=NC(=N1)OC)C